C(#N)C1=CC(=C(COC2=NC=CC=C2C23CCN(CC3C2)CC2=NC3=C(N2CC2=CN=CN2CC)C=C(C=C3)C(=O)O)C=C1)F 2-((6-(2-((4-cyano-2-fluorobenzyl)oxy)pyridin-3-yl)-3-azabicyclo[4.1.0]heptan-3-yl)methyl)-1-((1-ethyl-1H-imidazol-5-yl)methyl)-1H-benzo[d]imidazole-6-carboxylic acid